FC1=CC=C(CC[C@@H]2O[C@@H](C(C([C@@]2(C(=O)OC)C)=O)=C)C)C=C1 |r| (±)-methyl (2S,3R,6R)-2-(4-fluorophenethyl)-3,6-dimethyl-5-methylene-4-oxotetrahydro-2H-pyran-3-carboxylate